C1=CC(=C(C=C1N)[O-])C(=O)O The molecule is an aminobenzoate that is the conjugate base of 4-aminosalicylic acid, obtained by deprotonation of the carboxy group. Major miscrospecies at pH 7.3. It is a hydroxybenzoate and an aminobenzoate. It derives from a salicylate. It is a conjugate base of a 4-aminosalicylic acid.